N-vinyl-5-vinyl-uracil C(=C)N1C(=O)NC(=O)C(=C1)C=C